(2S,3S)-1-(tert-butoxycarbonyl)-2-(methoxycarbonyl)pyrrolidine-3-carboxylic acid C(C)(C)(C)OC(=O)N1[C@@H]([C@H](CC1)C(=O)O)C(=O)OC